1,2-bis(acryloyloxy)anthracene C(C=C)(=O)OC1=C(C=CC2=CC3=CC=CC=C3C=C12)OC(C=C)=O